(5-(5-fluoropyridin-3-yl)-4,5-dihydro-1H-pyrazol-1-yl)(octahydrocyclopenta[c]pyrrol-5-yl)methanone trifluoroacetate FC(C(=O)O)(F)F.FC=1C=C(C=NC1)C1CC=NN1C(=O)C1CC2C(CNC2)C1